FCC\C=C/C\C=C/C\C=C/C\C=C/C\C=C/C\C=C/CCC(=O)OC Methyl (4Z,7Z,10Z,13Z,16Z,19Z)-22-Fluorodocosa-4,7,10,13,16,19-hexaenoate